N-(4-((3S,5R)-3-amino-5-(trifluoromethyl)piperidin-1-yl)pyridin-3-yl)-2,2',6,6'-Tetrafluoro-4'-methyl-[1,1'-biphenyl]-3-carboxamide dihydrochloride Cl.Cl.N[C@@H]1CN(C[C@@H](C1)C(F)(F)F)C1=C(C=NC=C1)NC(=O)C=1C(=C(C(=CC1)F)C1=C(C=C(C=C1F)C)F)F